CCCCCCCCCCCCCCCCCC(=O)C(CCCCCCCCCCCCCCCC)C(=O)OC(CCCCCCCC)CCCCCCCCCCC octyldodecyl stearoylstearate